7-(1-methyl-1H-pyrazol-4-yl)-5-(6-(4-(pyridin-2-ylmethyl)piperazin-1-yl)pyridin-3-yl)imidazo[1,2-a]pyridine-3-carbonitrile CN1N=CC(=C1)C1=CC=2N(C(=C1)C=1C=NC(=CC1)N1CCN(CC1)CC1=NC=CC=C1)C(=CN2)C#N